OC1=CC=C(CNC2=CC(=C(C=C2)C)C2=NOC(=N2)C(C)C2=CC=CC3=CC=CC=C23)C=C1 N-(4-hydroxybenzyl)-4-methyl-3-(5-(1-(naphthalen-1-yl)ethyl)-1,2,4-oxadiazol-3-yl)aniline